FC=1C(=NC=C(C1)B1OC(C(O1)(C)C)(C)C)C(=O)N1CCOCC1 (3-fluoro-5-(4,4,5,5-tetramethyl-1,3,2-dioxaborolan-2-yl)pyridin-2-yl)(morpholin-4-yl)methanone